CC1NCCCC1 ortho-methyl-piperidine